2-(4-Chloro-2,5-dimethoxyphenyl)-N-[(2-methoxyphenyl)methyl]ethan-1-amine ClC1=CC(=C(C=C1OC)CCNCC1=C(C=CC=C1)OC)OC